acenaphthopyrazine-8,9-dinitrile C1=CC=C2C=CC=C3C2=C1C=1N=C(C(=NC13)C#N)C#N